4,4'-Azobisisobutyronitrile CC(CN=NCC(C)C#N)C#N